[Cr].[W].[Cu] copper-tungsten-chromium